O[C@H](COC1=NC=C(C=N1)NC(O[C@H](C)[C@H](C)OC1=CC2=C(N=C(S2)C2=C3N=CC(=NC3=CC(=C2)C)OCC)C=C1F)=O)C (2R,3S)-3-((2-(2-ethoxy-7-methylquinoxalin-5-yl)-5-fluorobenzo[d]thiazol-6-yl)oxy)butan-2-yl (2-((S)-2-hydroxypropoxy)pyrimidin-5-yl)carbamate